(R)-4-(3H-[1,2,3]triazolo[4,5-b]pyridin-3-yl)-2-fluoro-N-(7-(3-hydroxyprop-1-yn-1-yl)isoquinolin-1-yl)-N-(piperidin-3-yl)benzamide N1=NN(C2=NC=CC=C21)C2=CC(=C(C(=O)N([C@H]1CNCCC1)C1=NC=CC3=CC=C(C=C13)C#CCO)C=C2)F